(R)-1-(4-(4-((1-(3-(difluoromethyl)-2-fluorophenyl)ethyl)amino)-7-methoxyquinoline-6-yl)-1H-pyrazol-1-yl)-2-methylpropan-2-ol FC(C=1C(=C(C=CC1)[C@@H](C)NC1=CC=NC2=CC(=C(C=C12)C=1C=NN(C1)CC(C)(O)C)OC)F)F